2-(4-(1-(4-chloro-3-fluorophenyl)-3,3-dimethyl-2,3-dihydro-1H-pyrrolo[3,2-b]pyridine-5-carbonyl)-3,3-dimethylpiperazin-1-yl)pyrimidine-5-carboxylic acid ethyl ester C(C)OC(=O)C=1C=NC(=NC1)N1CC(N(CC1)C(=O)C1=CC=C2C(=N1)C(CN2C2=CC(=C(C=C2)Cl)F)(C)C)(C)C